CC1=CC(=CC(=C1)C(=O)OC2CC3CCC(C2)N3C)C Tropanyl-3,5-dimethylbenzoate